C(=C)C=1OCCN1 2-vinyl-2-oxazoline